(R)-3-amino-1-(2-((6-amino-9H-purin-9-yl)methyl)-4-fluoro-3-((methoxy-d3)methyl)phenyl)-N-cyclopropylpyrrolidine-3-carboxamide N[C@]1(CN(CC1)C1=C(C(=C(C=C1)F)COC([2H])([2H])[2H])CN1C2=NC=NC(=C2N=C1)N)C(=O)NC1CC1